ClC1=CC=C(OC2=C(C=C(C=C2F)S(=O)(=O)N2C3(CN(CC2CC3)C(C3=CC=NC=C3)=O)C(=O)NO)F)C=C1 8-((4-(4-chlorophenoxy)-3,5-difluorophenyl)sulfonyl)-N-hydroxy-3-isonicotinoyl-3,8-diazabicyclo[3.2.1]octane-1-carboxamide